(1S,3S,4S)-N-((S)-1-cyano-2-((R)-2-oxopiperidin-3-yl)ethyl)-2-((2,5-difluorophenyl)-D-alanyl)-5,5-difluoro-2-azabicyclo[2.2.2]octane-3-carboxamide C(#N)[C@H](C[C@@H]1C(NCCC1)=O)NC(=O)[C@H]1N([C@@H]2CC([C@H]1CC2)(F)F)C([C@H](NC2=C(C=CC(=C2)F)F)C)=O